O=C1NC(CCC1C1=NN(C2=C(C=CC=C12)N1CC(NCC1)C)C)=O 4-[3-(2,6-dioxo-3-piperidyl)-1-methyl-indazol-7-yl]-2-methyl-piperazin